3H-imidazo[4,5-b]pyridine-6-carboxylic acid N1=CNC2=NC=C(C=C21)C(=O)O